benzyl (R)-(2-azaspiro[3.4]octan-6-yl)carbamate C1NCC12C[C@@H](CC2)NC(OCC2=CC=CC=C2)=O